5-methyl-2-[(6-methylpyridin-2-yl)carbamoyl]benzoic acid CC=1C=CC(=C(C(=O)O)C1)C(NC1=NC(=CC=C1)C)=O